N1=CC(=CC=C1)NC(CC(C)(C)C)C=1N=NNN1 N-3-pyridyl[3,3-dimethyl-1-(2H-tetraazol-5-yl)butyl]amine